((1R,5S,6s)-6-((4-(2-aminopropan-2-yl)-6-(4-fluorophenyl)pyridin-2-yl)oxy)-3-azabicyclo[3.1.0]hexan-3-yl)(4-methyl-2-(1H-1,2,4-triazol-5-yl)thiazol-5-yl)methanone NC(C)(C)C1=CC(=NC(=C1)C1=CC=C(C=C1)F)OC1[C@@H]2CN(C[C@H]12)C(=O)C1=C(N=C(S1)C1=NC=NN1)C